N-[4-[4-(3-aminobicyclo[1.1.1]pentane-1-carbonyl)piperazine-1-carbonyl]-3-chloro-phenyl]-5-(2,3-difluoro-4-methoxy-phenyl)-1-methyl-imidazole-2-carboxamide formate C(=O)O.NC12CC(C1)(C2)C(=O)N2CCN(CC2)C(=O)C2=C(C=C(C=C2)NC(=O)C=2N(C(=CN2)C2=C(C(=C(C=C2)OC)F)F)C)Cl